pyrenyl-aniline C1(=CC=C2C=CC3=CC=CC4=CC=C1C2=C34)NC3=CC=CC=C3